(E)-6-ethyldec-3-ene C(C)C(C/C=C/CC)CCCC